C(C)(C)(C)OC(NCC1=NNC(C2=CC=C(C=C12)N1CC2(C=C1)C(NC1=C(C=CC=C12)OC1CC1)=O)=O)=O ((7-(7-Cyclopropoxy-2-oxospiro[indoline-3,3'-pyrrole]-1'-yl)-4-oxo-3,4-dihydro-phthalazin-1-yl)methyl)carbamic acid tert-butyl ester